tert-Butyl 3-(4-(1,1-difluoro-2-(methoxy(methyl)amino)-2-oxoethoxy)-7-(thiazol-2-yl)benzo[d]oxazol-2-yl)-3,6-diazabicyclo[3.1.1]heptane-6-carboxylate FC(C(=O)N(C)OC)(OC1=CC=C(C2=C1N=C(O2)N2CC1N(C(C2)C1)C(=O)OC(C)(C)C)C=1SC=CN1)F